O.O.S(=O)(=O)(O)O.N1=CN=C2N=CNC2=C1N Adenine Sulfate Dihydrate